NC1C2(CC3CC(CC1(C3)C(=O)O)C2)C(=O)O amino-1,3-adamantanedicarboxylic acid